FC1=CC=C(C[C@H](N)C(=O)O)C=C1 4-Fluoro-phenylalanine